N-amino-3-bromo-6-methoxypyridine-1-ium N[N+]1=CC(=CC=C1OC)Br